OC(CCCC(CC(C=CC=CC=C)=O)C)(C)C 13-hydroxy-9,13-dimethyltetradeca-1,3,5-trien-7-one